(S)-2-[4-[4-[(2,6-dioxo-3-piperidyl)amino]phenyl]-1-piperidyl]acetic acid tert-butyl ester C(C)(C)(C)OC(CN1CCC(CC1)C1=CC=C(C=C1)N[C@@H]1C(NC(CC1)=O)=O)=O